2-(1-acetylpiperidin-4-yl)-1H-benzo[d]imidazole-6-carboxylic acid C(C)(=O)N1CCC(CC1)C1=NC2=C(N1)C=C(C=C2)C(=O)O